Methyl (2S)-4-[5-[bis(2-chloro-1,1,2,2-tetradeuterio-ethyl)amino]-1-methyl-benzimidazol-2-yl]-2-(tert-butoxycarbonylamino)butanoate ClC(C([2H])([2H])N(C1=CC2=C(N(C(=N2)CC[C@@H](C(=O)OC)NC(=O)OC(C)(C)C)C)C=C1)C(C(Cl)([2H])[2H])([2H])[2H])([2H])[2H]